C(C)(C)(C)OC(=O)NCCN1N=C(C=C1CCl)C(=O)OC methyl 1-(2-((tert-butoxycarbonyl)amino)ethyl)-5-(chloromethyl)-1H-pyrazole-3-carboxylate